tert-butyl (15-((4-((8-cyclopentyl-7-oxo-7,8-dihydropyrido[2,3-d]pyrimidin-2-yl)amino)piperidin-1-yl)sulfonyl)-3,6,9-trioxa-12-azapentadecyl)carbamate C1(CCCC1)N1C(C=CC2=C1N=C(N=C2)NC2CCN(CC2)S(=O)(=O)CCCNCCOCCOCCOCCNC(OC(C)(C)C)=O)=O